ethyl 3-(2-((5-(3-(aminomethyl)phenyl)benzofuran-3-yl)methoxy)phenyl)propanoate NCC=1C=C(C=CC1)C=1C=CC2=C(C(=CO2)COC2=C(C=CC=C2)CCC(=O)OCC)C1